C1(CCCCC1)C1=CC=2C(=NC(=CN2)C)N(C1=O)CC1=NC=CC=C1C(F)(F)F 7-cyclohexyl-3-methyl-5-((3-(trifluoromethyl)pyridin-2-yl)methyl)pyrido[2,3-b]pyrazin-6(5H)-one